[(2R,3S,4R,5R)-5-(4-Aminopyrrolo[2,1-f][1,2,4]triazin-7-yl)-5-cyano-3,4-dihydroxy-tetrahydrofuran-2-yl]methyl [(2R)-2-[(4-cyanophenyl)methoxy]-4-heptadecoxybutyl] hydrogen phosphate P(=O)(OC[C@H]1O[C@@]([C@@H]([C@@H]1O)O)(C#N)C1=CC=C2C(=NC=NN21)N)(OC[C@@H](CCOCCCCCCCCCCCCCCCCC)OCC2=CC=C(C=C2)C#N)O